4-((2S,5R)-4-acryloyl-2,5-dimethylpiperazin-1-yl)-1-(2-cyclopropyl-6-(methylsulfonyl)benzeneyl)-6-fluoro-7-(2-fluoro-6-hydroxyphenyl)pyrido[2,3-d]pyrimidin-2(1H)-one C(C=C)(=O)N1C[C@@H](N(C[C@H]1C)C=1C2=C(N(C(N1)=O)C1=C(C=CC=C1S(=O)(=O)C)C1CC1)N=C(C(=C2)F)C2=C(C=CC=C2O)F)C